ClC1=CN=C2N1C=C(C=C2)N 3-chloro-6-amino-imidazo[1,2-a]pyridine